3-(6-chloro-5-(4,4-difluoro-2-methylpiperidin-1-yl)pyridazin-3-yl)-8-oxa-3-azabicyclo[3.2.1]octane ClC1=C(C=C(N=N1)N1CC2CCC(C1)O2)N2C(CC(CC2)(F)F)C